FC(C1=NN(C=C1NC(=O)C=1C=NN2C1N=C(C=C2)N2C[C@@H]([C@H](CC2)F)NC(OC(C)(C)C)=O)C2CCC(CC2)CO)F tert-butyl ((3S,4S)-1-(3-((3-(difluoromethyl)-1-((1r,4S)-4-(hydroxymethyl)cyclohexyl)-1H-pyrazol-4-yl)carbamoyl)pyrazolo[1,5-a]pyrimidin-5-yl)-4-fluoropiperidin-3-yl)carbamate